para-cresyl monoglycidyl ether C(C1CO1)OC1=CC=C(C=C1)C